OC=1C=C2C=CC=NC2=C(C1)C=1C(=NC=CC1)S(=O)(=O)N (6-hydroxyquinolin-8-yl)pyridine-2-sulfonamide